N'-(3-chloro-2-hydroxybenzylidene)-2-((3-fluorophenyl)amino)propionyl-hydrazine ClC=1C(=C(C=NNC(C(C)NC2=CC(=CC=C2)F)=O)C=CC1)O